methyl (2R)-3-sulfanyl-2-(3-[[(4R)-2,2,5,5-tetramethyl-1,3-dioxan-4-yl]formamido]propanamido)propanoate SC[C@@H](C(=O)OC)NC(CCNC(=O)[C@@H]1OC(OCC1(C)C)(C)C)=O